C1(CC1)C(=O)N1CC=2C=CC(=NC2CC1)S(=O)(=O)N([C@@H](C)C1=CC=C(C=C1)F)CC (S)-6-(cyclopropanecarbonyl)-N-ethyl-N-(1-(4-fluorophenyl)ethyl)-5,6,7,8-tetrahydro-1,6-naphthyridine-2-sulfonamide